2-(2-methoxyethyl)-2,3-dihydro-1H-isoindol-1-one COCCN1C(C2=CC=CC=C2C1)=O